(S)-3-amino-3-(2',4'-difluoro-5-methoxybiphenyl-3-yl)propionic acid ethyl ester C(C)OC(C[C@@H](C=1C=C(C=C(C1)OC)C1=C(C=C(C=C1)F)F)N)=O